3-((6-chloro-2-cyclopropyl-1-(1-ethyl-1H-pyrazol-4-yl)-7-fluoro-1H-indol-3-yl)thio)benzoic acid ClC1=CC=C2C(=C(N(C2=C1F)C=1C=NN(C1)CC)C1CC1)SC=1C=C(C(=O)O)C=CC1